C1(=CC=CC2=CC=CC=C12)C=1C2=CC=CC=C2C(=C2C=CC=CC12)C1=CC=CC2=CC=CC=C12 9,10-Bis-(1-naphthyl)anthracen